CC1=CC(=CC=C1)S(=O)(=O)C1C(C2=CC=CC=C2C1)=O 2-(m-toluenesulfonyl)-2,3-dihydro-1H-inden-1-one